1-(4-((2S,4r,6S)-2-cyano-7-((5-cyclopropyl-7-methyl-1H-indol-4-yl)methyl)-7-azaspiro[3.5]nonan-6-yl)benzamido)cyclopropane-1-carboxylic acid C(#N)C1CC2(C1)C[C@H](N(CC2)CC2=C1C=CNC1=C(C=C2C2CC2)C)C2=CC=C(C(=O)NC1(CC1)C(=O)O)C=C2